C(C)(=O)OCCC\C=C\C=CCCCCCCCCC (4E)-4,6-hexadecadienyl acetate